rac-tert-butyl (3R,4S)-3-((2-(2,6-dioxo-1-((2-(trimethylsilyl)ethoxy)methyl)piperidin-3-yl)-1-oxoisoindolin-5-yl)oxy)-4-methylpiperidine-1-carboxylate O=C1N(C(CC[C@H]1N1C(C2=CC=C(C=C2C1)O[C@H]1CN(CC[C@@H]1C)C(=O)OC(C)(C)C)=O)=O)COCC[Si](C)(C)C |&1:6|